CC1=NNC(=C1CCC=1N=C2N(C(C1)=O)NC=C2C2=CC=C(C=C2)C)C 5-[2-(3,5-dimethyl-1H-pyrazol-4-yl)ethyl]-3-(4-methylphenyl)-1H-pyrazolo[1,5-a]-pyrimidin-7-one